F[B-](F)(F)F.C(C)N1C(=NC(=C1C)C)C 1-ethyl-trimethylimidazole tetrafluoroborate